C(C(O)C)(=O)[O-].[Na+] Racemic-sodium lactate